CN(CCNC=1C2=C(N(C(N1)=O)C1=C(C=CC=C1)Cl)N=C(C=C2)C(F)(F)F)C 4-{[2-(dimethylamino)ethyl]amino}-1-(2-chlorophenyl)-7-(trifluoromethyl)-pyrido[2,3-d]pyrimidin-2(1H)-one